2,2'-spirobichroman O1C2(CCC3=CC=CC=C13)OC1=CC=CC=C1CC2